C1(CCCC1)OC=1C=C2C=3C=C(C=CC3N(C2=CC1)CC)C(=O)NCC1=CC=C(C=C1)S(=O)(=O)CC 6-cyclopentanyloxy-9-ethyl-N-(4-(ethylsulfonyl)benzyl)-9H-carbazole-3-amide